7-Amino-2,3-dihydrobenzo[b][1,4]dioxin-6-carboxylic acid methyl ester COC(=O)C1=CC2=C(OCCO2)C=C1N